FC(C=1C(=C(C=C2NC(C=3N(C12)C(=NN3)C)(C)C)F)C3=C1C=CNC1=CC=C3)F 9-(Difluoro-methyl)-7-fluoro-8-(1H-indol-4-yl)-1,4,4-trimethyl-5H-[1,2,4]triazolo[4,3-a]quinoxaline